N-(m-tolyl)-N-phenethyl-O-allylhydroxylamine C1(=CC(=CC=C1)N(OCC=C)CCC1=CC=CC=C1)C